Methyl 3-(2-chloro-6-fluorophenyl)-5-(1-(3-chlorophenyl)-5-(trifluoromethyl)-1H-pyrazol-4-yl)isoxazole-4-carboxylate ClC1=C(C(=CC=C1)F)C1=NOC(=C1C(=O)OC)C=1C=NN(C1C(F)(F)F)C1=CC(=CC=C1)Cl